N,N-dimethyl-aminosodium dithioformate C(=S)S.CN(C)[Na]